1-(5-(1-ethyl-1H-pyrazol-3-yl)-1,2,4-oxadiazol-3-yl)-1,2,3,4-tetrahydroquinoline-6-Formaldehyde C(C)N1N=C(C=C1)C1=NC(=NO1)N1CCCC2=CC(=CC=C12)C=O